8-amino-9-methyl-N-(1-phenylpiperidin-4-yl)thieno[3,2-e][1,2,4]triazolo[4,3-b]pyridazine-7-carboxamide NC1=C(SC=2C1=C(C=1N(N2)C=NN1)C)C(=O)NC1CCN(CC1)C1=CC=CC=C1